6-Chloro-5-isopropoxy-2,2,7-trimethyl-4H-benzo[d][1,3]dioxin-4-one ClC1=C(C2=C(OC(OC2=O)(C)C)C=C1C)OC(C)C